Tert-butyl (E)-(6-(cyclopropylcarbamoyl)-7-hydroxy-4-isobutyl-3-(3-morpholino-3-oxoprop-1-en-1-yl)-5-oxo-4,5-dihydropyrazolo[1,5-a]pyrimidin-2-yl)carbamate C1(CC1)NC(=O)C=1C(N(C=2N(C1O)N=C(C2\C=C\C(=O)N2CCOCC2)NC(OC(C)(C)C)=O)CC(C)C)=O